N-hydroxysuccinimide ammonium persulfate S(=O)(=O)([O-])OOS(=O)(=O)[O-].[NH4+].ON1C(CCC1=O)=O.[NH4+]